BrCCCCCCCC(=O)OCC\C=C/CCC (Z)-hept-3-en-1-yl 8-bromooctanoate